C(#N)C1=CC(=C(COC2=CC=CC(=N2)C2CCN(CC2)C(C(=O)O)C)C=C1)F 2-(4-(6-((4-cyano-2-fluorobenzyl)oxy)pyridin-2-yl)piperidine-1-yl)propionic acid